O=C1NC=2C=CC=C3C2N(C1)[C@@H]1[C@H]3CN(CC1)C(=O)OCC (6bR,10aS)-ethyl 2,3,6b,9,10,10a-hexahydro-2-oxo-1H-pyrido[3',4':4,5]-pyrrolo[1,2,3-de]quinoxaline-8-carboxylate